F[C@@H]1[C@](COC1)(C)N1CCN(CC1)C=1C=C2C=C(N=CC2=CC1C)NC(=O)[C@@H]1[C@H](C1)C1=NC=CC=C1 (1S,2S)-N-[6-[4-((3R,4R)-4-fluoro-3-methyl-tetrahydrofuran-3-yl)piperazin-1-yl]-7-methyl-3-isoquinolinyl]-2-(2-pyridinyl)cyclopropanecarboxamide